3-(1-{4-cyano-5-[3-methoxy-5-(4-trifluoromethylpyridin-2-yl)-phenyl]-2H-[1,2,3]triazol-2-yl}-ethoxycarbonyloxy)-2,2-dimethyl-propionic acid benzyl ester C(C1=CC=CC=C1)OC(C(COC(=O)OC(C)N1N=C(C(=N1)C#N)C1=CC(=CC(=C1)C1=NC=CC(=C1)C(F)(F)F)OC)(C)C)=O